5-Butoxy-3-(4-(piperazin-1-ylmethyl)benzyl)-1H-pyrazolo[4,3-d]pyrimidine-7-amine formate C(=O)O.C(CCC)OC=1N=C(C2=C(N1)C(=NN2)CC2=CC=C(C=C2)CN2CCNCC2)N